(2,2-dimethyl-1,3-dioxan-4-yl) methylbenzoate CC1=C(C(=O)OC2OC(OCC2)(C)C)C=CC=C1